FC1=C(C=C(C(=C1)C)C1=CC2=C(N=C(N=C2)NC)N2C1=NCC2)NC(=O)NC2=NC=CC=C2 1-(2-fluoro-4-methyl-5-(2-(methylamino)-8,9-dihydroimidazo[1',2':1,6]pyrido[2,3-d]pyrimidin-6-yl)phenyl)-3-(pyridin-2-yl)urea